BrC1=C(C=C2C(=CCN(C2=C1)S(=O)(=O)C1=CC=C(C=C1)C)C1CC1)F 7-bromo-4-cyclopropyl-6-fluoro-1-(4-methylbenzenesulfonyl)-2H-quinoline